3,4-Diacetoxy-2-(4-methoxybenzyl)-pyrrolidine hydrochloride Cl.C(C)(=O)OC1C(NCC1OC(C)=O)CC1=CC=C(C=C1)OC